3-(4-(3-(4-cinnamylphenoxy)propoxy)phenyl)-6-fluoro-2-methyl-quinazolin-4(3H)-one C(C=CC1=CC=CC=C1)C1=CC=C(OCCCOC2=CC=C(C=C2)N2C(=NC3=CC=C(C=C3C2=O)F)C)C=C1